ClC1=C(OC2=NC=C(C(=C2)S(=O)(=O)NC2(CC(C2)O)[2H])O)C(=CC(=C1)N1N=C(C(NC1=O)=O)C(F)F)Cl 2-(2,6-dichloro-4-(6-(difluoromethyl)-3,5-dioxo-4,5-dihydro-1,2,4-triazin-2(3H)-yl)phenoxy)-5-hydroxy-N-((1s,3s)-3-hydroxycyclobutyl-1-d)pyridine-4-sulfonamide